diethyl ((6-bromo-2-((3-hydroxy-3-methylbutyl)amino)quinazolin-7-yl)difluoromethyl)phosphonate BrC=1C=C2C=NC(=NC2=CC1C(F)(F)P(OCC)(OCC)=O)NCCC(C)(C)O